(3-((2,5-Dioxapyrrolidin-1-yl)oxy)-3-oxopropyl)dithiol 2,2,2-Trifluoroethyl-2-oxo-2-[(2R,5S)-5-methyl-2-(1-methylindazol-5-yl)-1-piperidyl]acetate FC(C[C@@]1(N(C[C@H](CC1)C)C(C(=O)O)=O)C=1C=C2C=NN(C2=CC1)C)(F)F.N1(OCCO1)OC(CCC1SSC=C1)=O